tri(2,4,4-trimethylpentyl)phosphine CC(CP(CC(CC(C)(C)C)C)CC(CC(C)(C)C)C)CC(C)(C)C